C(C1=CC=CC=C1)O[C@@H]1C[C@@H](N(C1)C(=O)OC(C)(C)C)COC tert-Butyl (2R,4R)-4-(benzyloxy)-2-(methoxymethyl)pyrrolidine-1-carboxylate